N1CC(CCC1)N1CN(CC1)C=1C=NC=CC1 1-(piperidine-3-yl)-3-(pyridine-3-yl)imidazoline